stigmast-1,23-dien-3-ol CCC(=CC[C@@H](C)[C@H]1CC[C@H]2[C@@H]3CCC4CC(C=C[C@]4(C)[C@H]3CC[C@]12C)O)C(C)C